C(C)(C)(C)OC(=O)N1CCC(CC1)N1N=CC(=C1)S(NC=1C=CC=C2C(=CNC12)Cl)(=O)=O tert-Butyl-4-[4-[(3-chloro-1H-indol-7-yl)sulfamoyl]pyrazol-1-yl]piperidin-1-carboxylat